N-(2-(2-(4-(3,4-dichlorobenzyloxy)phenoxy)ethoxy)ethyl)cyclopentylamine ClC=1C=C(COC2=CC=C(OCCOCCNC3CCCC3)C=C2)C=CC1Cl